(2-((3-chloro-2-fluorophenylmethyl) amino)-2-oxoethyl) piperidine-1-carboxylate N1(CCCCC1)C(=O)OCC(=O)NCC1=C(C(=CC=C1)Cl)F